4-(((tert-butyldimethylsilyl)oxy)methyl)-2-(1-(pyrimidin-5-yl)vinyl)thiazole [Si](C)(C)(C(C)(C)C)OCC=1N=C(SC1)C(=C)C=1C=NC=NC1